CN1N=C(C=C1)NC(=O)C1=NC=CC=C1NC1=C(N=NC=C1)C(=O)N 4-((2-((1-methyl-1H-pyrazol-3-yl)carbamoyl)pyridin-3-yl)amino)pyridazine-3-carboxamide